N-(5-(2-(1-(cyclopentylmethyl)pyrrolidin-2-yl)acetamido)-2-methylpyridin-3-yl)-6-(1-methyl-1H-pyrazol-4-yl)pyrazolo[1,5-a]pyrazine-3-carboxamide C1(CCCC1)CN1C(CCC1)CC(=O)NC=1C=C(C(=NC1)C)NC(=O)C=1C=NN2C1C=NC(=C2)C=2C=NN(C2)C